5-(2-hydroxypropan-2-yl)-2-methylcyclohex-2-en-1-ol OC(C)(C)C1CC=C(C(C1)O)C